1,1,1-trifluoro-3-phenylpropan-2-one FC(C(CC1=CC=CC=C1)=O)(F)F